3-Oxospiro[cyclohexane-1,4'-isothiochromane]-4-carboxylic acid methyl ester COC(=O)C1C(CC2(CSCC3=CC=CC=C23)CC1)=O